OC1=C(C(=O)O)C=C(C=C1C(=O)NC1=C(C=CC=C1)S(=O)(=O)O)O 2,5-dihydroxy-3-(2-sulfophenylaminocarbonyl)benzoic acid